CCC(CO)(CO)N 2-amino-2-ethylpropanediol